tert-butyl 3,7-bis(3-(dimethylcarbamoyl)azetidin-1-yl)-5,5-dimethyl-3'-oxo-3'H,5H-spiro[dibenzo[b,e]siline-10,1'-isobenzofuran]-6'-carboxylate CN(C(=O)C1CN(C1)C=1C=CC2=C([Si](C3=C(C=CC(=C3)N3CC(C3)C(N(C)C)=O)C23OC(C2=CC=C(C=C32)C(=O)OC(C)(C)C)=O)(C)C)C1)C